C(C1=CC=CC=C1)C1=CC(=CC(=N1)C(=O)NC)C(=O)NC1CC(C1)S(=O)(=O)C 6-benzyl-N2-methyl-N4-((1r,3r)-3-(methylsulfonyl)cyclobutyl)pyridine-2,4-dicarboxamide